2-phenylimino-N-isopropyl-5-(4-dimethylaminobenzylidene)thiazole C1(=CC=CC=C1)N=C1SC(CN1C(C)C)=CC1=CC=C(C=C1)N(C)C